4-(4-trifluoromethyl-1H-imidazol-1-yl)benzofuran-2-carboxylic acid FC(C=1N=CN(C1)C1=CC=CC2=C1C=C(O2)C(=O)O)(F)F